Methyl 2-[4-(benzyloxymethyl)cyclohexyl]-6-(pyridine-2-carbonylamino)-1,3-benzothiazole-5-carboxylate C(C1=CC=CC=C1)OCC1CCC(CC1)C=1SC2=C(N1)C=C(C(=C2)NC(=O)C2=NC=CC=C2)C(=O)OC